1-[4-(2,3-dimethylphenyl)piperazin-1-yl]-4-(2-pyridyl)butane-1,4-dione CC1=C(C=CC=C1C)N1CCN(CC1)C(CCC(=O)C1=NC=CC=C1)=O